ClC1=C(C(=CC=C1)C1=NC2=C(N1)C=C(C(=C2)OC)F)C=2C(=CC(=CC2)C(N[C@H](C2=CC=CC=C2)C2CC2)=O)C(=O)O (S)-2'-chloro-4-{[cyclopropyl(phenyl)methyl]carbamoyl}-6'-(6-fluoro-5-methoxy-1H-1,3-benzodiazol-2-yl)-[1,1'-biphenyl]-2-carboxylic acid